2-amino-3,8-dimethylimidazoquinoxaline NC1=NC2=C(C=CC=3N=CC(=NC23)C)N1C